C1(CC1)C1=CC(=C(C=C1)C12CCN(CC2C1)C(=O)C1CC2(C1)NC(OC2)=O)C (rac)-(2s,4s)-2-(6-(4-Cyclopropyl-2-methylphenyl)-3-azabicyclo[4.1.0]heptane-3-carbonyl)-7-oxa-5-azaspiro[3.4]octan-6-one